C1(CC1)N1C(C(=CC(=C1)CNCCOC)C(=O)NC1=NC(=CC(=C1)C1=C(C=C(C=C1)F)N1N=NC(=C1)CF)C1CC1)=O 1-Cyclopropyl-N-[6-cyclopropyl-4-[4-fluoro-2-[4-(fluoromethyl)triazol-1-yl]phenyl]pyridin-2-yl]-5-[(2-methoxyethylamino)methyl]-2-oxopyridine-3-carboxamide